tert-butyl (R)-(cyclobutylmethyl)(1-(6-(3-(4-(5-methoxypyridin-3-yl)-1H-1,2,3-triazol-1-yl)oxetan-3-yl) pyridin-3-yl)piperidin-3-yl)carbamate C1(CCC1)CN(C(OC(C)(C)C)=O)[C@H]1CN(CCC1)C=1C=NC(=CC1)C1(COC1)N1N=NC(=C1)C=1C=NC=C(C1)OC